NC1=NC2=C(C3=CN=CC=C13)C=C(C=C2)C(=O)N(CC2=NC=C(C=C2)C(F)(F)F)CC2=NC=CC=N2 5-amino-N-(2-pyrimidinylmethyl)-N-((5-(trifluoromethyl)-2-pyridinyl)methyl)benzo[c][2,6]naphthyridine-9-carboxamide